(S)-4-(3-(4-acryloyl-3-(cyanomethyl)piperazin-1-yl)azetidin-1-yl)-6-(4-(1,4-dimethyl-1H-pyrazol-5-yl)piperidin-1-yl)-2-(trifluoromethyl)nicotinonitrile C(C=C)(=O)N1[C@H](CN(CC1)C1CN(C1)C1=CC(=NC(=C1C#N)C(F)(F)F)N1CCC(CC1)C1=C(C=NN1C)C)CC#N